Dicapryl succinate CCCCCCCCOC(=O)CCC(=O)OCCCCCCCC